ClC=1C=C(C=CC1Cl)NC(=O)N(C)C 1-(3,4-dichlorophenyl)-3,3-dimethyl-urea